C(CCCC)C1CCCCC1 Amyl-cyclohexane